C1(CC1)C1=NC=NC(=C1C1=NC(=C2NC=NC2=N1)NCC1=CC=C(C=C1)C=1N(C=C(N1)C(F)(F)F)CCOC)OC 2-(4-cyclopropyl-6-methoxypyrimidin-5-yl)-N-(4-(1-(2-methoxyethyl)-4-(trifluoromethyl)-1H-imidazol-2-yl)benzyl)-7H-purin-6-amine